C(C)(C)(C)OC(=O)N1C(=NC=2C(=NC=CC21)CC(C)C)CN2C(C(=CC=C2)NC([C@H](CC\C=C\C(=O)N(C)C)NC(=O)OC)=O)=O tert-Butyl-(S,E)-2-((3-(7-(dimethylamino)-2-((methoxycarbonyl)amino)-7-oxohept-5-enamido)-2-oxopyridin-1(2H)-yl)methyl)-4-isobutyl-1H-imidazo[4,5-c]pyridin-1-carboxylat